N[C@H]1CN(CCC1)C1=C2C(=NC=C1)N(C(=N2)C2=CC(=C(C#N)C=C2)F)C2=CC=CC=C2 (R)-4-(7-(3-aminopiperidine-1-yl)-3-phenyl-3H-imidazo[4,5-b]pyridine-2-yl)-2-fluorobenzonitrile